1-(2-azidoethyl)-3-(difluoromethylene)cyclobutane N(=[N+]=[N-])CCC1CC(C1)=C(F)F